CC/1(C2=C(N(\C1=C/C=C/C=C/C1=[N+](C3=CC=CC=C3C1(C)C)C)CCCCS(=O)(=O)[O-])SC1=C2C=CC=C1)C 4-((Z)-3,3-dimethyl-2-((2E,4E)-5-(1,3,3-trimethyl-3H-indol-1-ium-2-yl)penta-2,4-dien-1-ylidene)-2,3-dihydro-1H-benzo[4,5]thieno[2,3-b]pyrrol-1-yl)butane-1-sulfonate